ClC1=C(C(=CC=C1)Cl)C1=NOC(=C1CN1CCN(CC1)C=1C=CC2=C(C=C(O2)C(=O)O)C1C)C(C)C 5-{4-[3-(2,6-dichloro-phenyl)-5-isopropyl-isoxazol-4-ylmethyl]-piperazin-1-yl}-4-methyl-benzofuran-2-carboxylic acid